C1(=CC=CC=C1)C1=C(C=CC=C1)P(C(C1=C(C=C(C=C1C)C)C)=O)(C(C1=C(C=C(C=C1C)C)C)=O)=O phenyl-bis(2,4,6-trimethylbenzoyl)phenylphosphine oxide